CC1(OCC(O1)C(CO)F)C 2-(2,2-dimethyl-1,3-dioxolan-4-yl)-2-fluoroethan-1-ol